O[C@H](COC1=CC=C(C=C1)C=O)CN1N=NN=C1 (4-((S)-2-hydroxy-3-(1H-tetrazol-1-yl)propoxy)phenyl)methanone